1-(5-(((2S,4R)-2-methyl-1-((tetrahydro-2H-pyran-4-yl)methyl)piperidin-4-yl)methyl)pyrazolo[1,5-a]pyridin-3-yl)dihydropyrimidine-2,4(1H,3H)-dione C[C@@H]1N(CC[C@H](C1)CC1=CC=2N(C=C1)N=CC2N2C(NC(CC2)=O)=O)CC2CCOCC2